[Si](C)(C)(C(C)(C)C)O[C@H]1[C@H]([C@@H](O[C@@H]1CNC)N1C(NC(C=C1)=O)=O)OC 1-((2R,3R,4R,5R)-4-((tert-butyldimethylsilyl)oxy)-3-methoxy-5-((methylamino)methyl)tetrahydrofuran-2-yl)pyrimidine-2,4(1H,3H)-dione